(R)-3-(3-chloro-4-fluorophenyl)-1-(2-ethoxyethyl)-1-(1-(1-methoxyisoquinolin-4-yl)ethyl)urea ClC=1C=C(C=CC1F)NC(N([C@H](C)C1=CN=C(C2=CC=CC=C12)OC)CCOCC)=O